N-[5-[(tert-butyldimethylsilyl)oxy]pyridin-2-yl]-4-(5-fluoropyridin-2-yl)piperazine-1-carboxamide [Si](C)(C)(C(C)(C)C)OC=1C=CC(=NC1)NC(=O)N1CCN(CC1)C1=NC=C(C=C1)F